(R)-(4-(4-chloropyrazolo[1,5-a]pyridin-2-yl)-6,7-dihydro-1H-imidazo[4,5-c]pyridin-5(4H)-yl)(5-(1-methyl-1H-pyrazol-4-yl)-1,3,4-oxadiazol-2-yl)methanone ClC=1C=2N(C=CC1)N=C(C2)[C@@H]2N(CCC1=C2N=CN1)C(=O)C=1OC(=NN1)C=1C=NN(C1)C